ClC=1C(=CC(=NC1)N)C=1C=C(C=2N(C1)C=CN2)N2CCOCC2 5-chloro-4-[8-(morpholin-4-yl)imidazo[1,2-a]pyridin-6-yl]pyridin-2-amine